N-benzyl-2-(2-(5-(trifluoromethyl)-1,2,4-oxadiazol-3-yl)-6,7-dihydrothieno[3,2-c]pyridin-5(4H)-yl)acetamide C(C1=CC=CC=C1)NC(CN1CC2=C(CC1)SC(=C2)C2=NOC(=N2)C(F)(F)F)=O